4-[4-bromo-6-(4-fluoro-naphthalen-1-yl)-3-hydroxy-pyridin-2-yl]-4-oxo-butyric acid ethyl ester C(C)OC(CCC(=O)C1=NC(=CC(=C1O)Br)C1=CC=C(C2=CC=CC=C12)F)=O